4-cyclohexyl-3-(5-fluoropyridin-3-yl)-N6-(2-methoxy-4-morpholinophenyl)-1H-pyrazolo[3,4-d]pyrimidine-4,6-diamine C1(CCCCC1)C1(C=2C(=NC(=N1)NC1=C(C=C(C=C1)N1CCOCC1)OC)NNC2C=2C=NC=C(C2)F)N